ClC1=C(C(=CC=C1)Cl)S(=O)(=O)N1CCN(CC1)C=1SC(=CN1)C(=O)O [4-(2,6-dichlorobenzenesulfonyl)-1-piperazinyl]thiazole-5-carboxylic acid